C1NC(CC12CCCCC2)C(=O)N[C@H](C(=O)OC)C[C@H]2C(NCCC2)=O methyl (2S)-2-(2-azaspiro[4.5]decane-3-carbonyl amino)-3-[(3S)-2-oxo-3-piperidyl]propanoate